N-(4-fluoro-5-(((2S,4R)-4-((6-methoxypyrazin-2-yl)oxy)-2-methylpyrrolidin-1-yl)methyl)thiazol-2-yl)acetamide FC=1N=C(SC1CN1[C@H](C[C@H](C1)OC1=NC(=CN=C1)OC)C)NC(C)=O